4-((3S,5R)-3,5-dimethylpiperazin-1-yl)-N-(6-fluoro-2,7-dimethyl-2H-indazol-5-yl)-2,3-dihydro-1H-pyrrolo[2,3-b]pyridine-1-carboxamide formate C(=O)O.C[C@H]1CN(C[C@H](N1)C)C1=C2C(=NC=C1)N(CC2)C(=O)NC2=CC1=CN(N=C1C(=C2F)C)C